N-(1,1,1-trifluoro-2-methylbutan-2-yl)thieno[3,2-b]pyridine-6-carboxamide FC(C(CC)(C)NC(=O)C=1C=C2C(=NC1)C=CS2)(F)F